NC1=NC=CC=C1C1=NC=2C(=NC(=CC2)C2=CC=CC=C2)N1C1=CC=C(CN2CC3CCC(C2)C3NC(=O)C3=NC=NC(=C3)C#N)C=C1 N-(3-(4-(2-(2-aminopyridin-3-yl)-5-phenyl-3H-imidazo[4,5-b]pyridin-3-yl)benzyl)-3-azabicyclo[3.2.1]octan-8-yl)-6-cyanopyrimidine-4-carboxamide